C1(CC1)C1=C(C=CC(=C1)N1CCN(CC1)CC1CC1)NC1=NC=C(C(=N1)C1=CC2=C(C(N(CCS2(=O)=O)C)=O)S1)C(F)(F)F 7-(2-((2-cyclopropyl-4-(4-(cyclopropylmethyl)piperazin-1-yl)phenyl)amino)-5-(trifluoromethyl)pyrimidin-4-yl)-4-methyl-3,4-dihydrothieno[2,3-f][1,4]thiazepin-5(2H)-one 1,1-dioxide